2-(3-(4-benzylpiperidine-1-carbonyl)phenyl)-3-phenyloxazolidin-4-one C(C1=CC=CC=C1)C1CCN(CC1)C(=O)C=1C=C(C=CC1)C1OCC(N1C1=CC=CC=C1)=O